C1(CCC1)N1C(=NC2=C1C(=C(C=C2F)C(C)(C)O)F)NC(CC(C(F)(F)F)(C)C)=O N-(1-cyclobutyl-4,7-difluoro-6-(2-hydroxypropan-2-yl)-1H-benzo[d]imidazol-2-yl)-4,4,4-trifluoro-3,3-dimethylbutanamide